ClC1=CC=2N(C=C1)C(=C(N2)C2=C(C=C(C=C2)S(=O)(=O)Cl)Cl)C[C@H]2CN(CCO2)C(=O)OC methyl (S)-2-((7-chloro-2-(2-chloro-4-(chlorosulfonyl)phenyl)imidazo[1,2-a]pyridin-3-yl)methyl)morpholine-4-carboxylate